N,N-Dimethyl-N'-(2-phenyl-quinazolin-4-yl)-ethane-1,2-diamine CN(CCNC1=NC(=NC2=CC=CC=C12)C1=CC=CC=C1)C